Tetrabenzylthiuram disulfide C(C1=CC=CC=C1)N(C(SSC(N(CC1=CC=CC=C1)CC1=CC=CC=C1)=S)=S)CC1=CC=CC=C1